O[C@@H](C(=O)NC1=CNC2=CC=C(C=C12)O[C@@H]1C[C@H](C1)C1=CC=C(C=C1)C(F)(F)F)CC (2R)-2-hydroxy-N-{5-[trans-3-[4-(trifluoromethyl)phenyl]cyclobutoxy]-1H-indol-3-yl}butanamide